methyl 3-(3-amino-6-chloro-2-pyridyl)propanoate NC=1C(=NC(=CC1)Cl)CCC(=O)OC